C12CC(CC(CC1)N2)OC=2C=C1C(=NC=NC1=CC2)NC2=C(C(=C(C=C2)OC2=CC1=C(N(C=N1)C)C=C2)C)F 6-((exo-8-Azabicyclo[3.2.1]octan-3-yl)oxy)-N-(2-fluoro-3-methyl-4-((1-methyl-1H-benzo[d]imidazol-5-yl)oxy)phenyl)-quinazolin-4-amine